(S)-(4-chloro-2-(2-hydroxypropan-2-yl)oxazol-5-yl)(4-(pyrazolo[1,5-a]pyridin-2-yl)-6,7-dihydro-1H-imidazo[4,5-c]pyridin-5(4H)-yl)methanone ClC=1N=C(OC1C(=O)N1[C@@H](C2=C(CC1)NC=N2)C2=NN1C(C=CC=C1)=C2)C(C)(C)O